FC(C1=CC(=NN1CC(=O)NCCO)C1=NC(=NO1)C1(CC1)C1=C(C=CC=C1)C)F 2-(5-(difluoromethyl)-3-(3-(1-(o-tolyl)cyclopropyl)-1,2,4-oxadiazol-5-yl)-1H-pyrazol-1-yl)-N-(2-hydroxyethyl)acetamide